NC(C#N)CCSC 2-amino-4-(methylthio)butanenitrile